L-2-Fluoro-PHENYLALANINE FC1=C(C[C@H](N)C(=O)O)C=CC=C1